Heptanoylglycine C(CCCCCC)(=O)NCC(=O)O